C1(CCCC1)N1C(C(N(C=2C=NC(=NC12)NC1=CC=2C(=NSN2)C=C1C)C)=O)=O 8-cyclopentyl-5-methyl-2-((6-methylbenzo[c][1,2,5]thiadiazol-5-yl)amino)-5,8-dihydropteridine-6,7-dione